BrC1=CC=C(C=C1)CNC1CC1 N-[(4-bromophenyl)methyl]cyclopropylamine